N-[(3S,4R)-3-[[(1s,4s)-4-phenylcyclohexyl]methoxy]piperidin-4-yl]methanesulfonamide C1(=CC=CC=C1)C1CCC(CC1)CO[C@H]1CNCC[C@H]1NS(=O)(=O)C